C(CCCCC)(=O)O.C1(C=CC(N1)=O)=O (maleimide) hexanoate